ethyl 2-bromo-5-((4-chlorophenyl)(hydroxy)methyl)-1-isopropyl-1H-imidazole-4-carboxylate BrC=1N(C(=C(N1)C(=O)OCC)C(O)C1=CC=C(C=C1)Cl)C(C)C